C(#N)C1=CC=C(OCC2N(CCC(C2)COC2=CC=C(C=C2)C#N)C(=C)CI)C=C1 (4-Cyanophenoxy)Methyl-1-(Iodopropen-2-Yl)-4-[(4-Cyanophenoxy)Methyl]Piperidine